(2R)-1-[(4aR,8aS)-decahydroquinolin-1-yl]-2-{cyclopropyl[(2-fluoro-4-methoxyphenyl)methyl]amino}-3-(methylamino)propan-1-one N1(CCC[C@H]2CCCC[C@H]12)C([C@@H](CNC)N(CC1=C(C=C(C=C1)OC)F)C1CC1)=O